9,9'-(6-(3-bromophenyl)-1,3,5-triazine-2,4-diyl)bis(9H-carbazole) BrC=1C=C(C=CC1)C1=NC(=NC(=N1)N1C2=CC=CC=C2C=2C=CC=CC12)N1C2=CC=CC=C2C=2C=CC=CC12